6-(2-hydroxy-2-methylpropoxy)-4-(6-{6-[(6-methoxypyridin-3-yl)methyl]-3,6-diazabicyclo[3.1.1]heptan-3-yl}pyridin-3-yl)pyrazolo[1,5-a]pyridine-3-carbonitrile OC(COC=1C=C(C=2N(C1)N=CC2C#N)C=2C=NC(=CC2)N2CC1N(C(C2)C1)CC=1C=NC(=CC1)OC)(C)C